6-methoxy-5-({6-[(1R,2S)-5'-methoxy-2'-oxo-1',2'-dihydrospiro[cyclopropane-1,3'-indol]-2-yl]-1H-indazol-3-yl}amino)pyridine COC1=C(C=CC=N1)NC1=NNC2=CC(=CC=C12)[C@@H]1C[C@@]12C(NC1=CC=C(C=C21)OC)=O